C1(CCC1)NC=1C=CC(=NC1)NC1=C2C(=NC(=C1)C1=C(C=CC=C1F)F)CNC2=O 4-((5-(cyclobutylamino)pyridin-2-yl)amino)-2-(2,6-difluoro-phenyl)-6,7-dihydro-5H-pyrrolo[3,4-b]pyridin-5-one